(S)-N-(3-cyano-benzyl)-1-(5-methyl-2-((tetrahydro-furan-3-yl)amino)-pyrimidin-4-yl)-1H-imidazole-4-carboxamide C(#N)C=1C=C(CNC(=O)C=2N=CN(C2)C2=NC(=NC=C2C)N[C@@H]2COCC2)C=CC1